FC1=CC=C(COC2=CC(=C(C(=O)NC3=CC=C4C(=NN(C4=C3)CCC3CCN(CC3)C)C)C=C2)OC)C=C1 4-((4-fluorobenzyl)oxy)-2-methoxy-N-(3-methyl-1-(2-(1-methylpiperidin-4-yl)ethyl)-1H-indazol-6-yl)benzamide